4,6-dichloro-N-[(2S)-1-({(1S)-1-cyano-2-[(3S)-2-oxopyrrolidin-3-yl]ethyl}amino)-4,4-dimethyl-1-oxopentan-2-yl]-1H-benzoimidazole-2-carboxamide ClC1=CC(=CC=2NC(=NC21)C(=O)N[C@H](C(=O)N[C@@H](C[C@H]2C(NCC2)=O)C#N)CC(C)(C)C)Cl